N-(5-(6-(4-chloro-6-(trifluoromethyl)pyridin-3-yl)-1-oxo-3,4-dihydroisoquinolin-2(1H)-yl)-2-hydroxyphenyl)methanesulfonamide ClC1=C(C=NC(=C1)C(F)(F)F)C=1C=C2CCN(C(C2=CC1)=O)C=1C=CC(=C(C1)NS(=O)(=O)C)O